2-methyl-4-[6-(trifluoromethyl)-1,3-benzothiazol-2-yl]piperazine-1-carboxamide CC1N(CCN(C1)C=1SC2=C(N1)C=CC(=C2)C(F)(F)F)C(=O)N